sodium bis(p-tert-butylphenyl) phosphate P(=O)(OC1=CC=C(C=C1)C(C)(C)C)(OC1=CC=C(C=C1)C(C)(C)C)[O-].[Na+]